diethyl ((5-carbamoyl-3-methyl-7-(3-(methylsulfonyl)propoxy)benzo[b]thiophen-2-yl)difluoromethyl)phosphonate C(N)(=O)C1=CC2=C(SC(=C2C)C(F)(F)P(OCC)(OCC)=O)C(=C1)OCCCS(=O)(=O)C